2-bromo-4-(bromomethyl)-6-fluorobenzonitrile BrC1=C(C#N)C(=CC(=C1)CBr)F